(R)-N-(4-(3-((5-chloro-4-methoxypyrimidin-2-yl)amino)pyrrolidine-1-carbonyl)-2-(piperidin-1-yl)phenyl)acrylamide ClC=1C(=NC(=NC1)N[C@H]1CN(CC1)C(=O)C1=CC(=C(C=C1)NC(C=C)=O)N1CCCCC1)OC